NC1=NC=CC=2N1C(=NC2C2CN(CC2)C(C=C)=O)C2=NC=C(C=C2)OC2=NC=CC(=C2)C(F)(F)F 1-(3-(5-amino-3-(5-((4-(trifluoromethyl)pyridin-2-yl)oxy)pyridin-2-yl)imidazo[1,5-c]pyrimidin-1-yl)pyrrolidin-1-yl)prop-2-en-1-one